3-(1-oxo-5-(5-(trifluoromethoxy)indoline-1-carbonyl)isoindolin-2-yl)piperidine-2,6-dione O=C1N(CC2=CC(=CC=C12)C(=O)N1CCC2=CC(=CC=C12)OC(F)(F)F)C1C(NC(CC1)=O)=O